Cl.NC\C=C(\CN1N=NC2=C1C=CC=C2C=2C=C(C=CC2OC)S(=O)(=O)NC)/F (Z)-3-(1-(4-amino-2-fluorobut-2-en-1-yl)-1H-benzo[d][1,2,3]triazol-4-yl)-4-methoxy-N-methylbenzenesulfonamide Hydrochloride